N1N=NC=C1CC(C)OCC(=O)N1CC=2N=C(N=CC2C1)NC1CC2=CC=CC=C2C1 2-((1-(1H-1,2,3-triazol-5-yl)propan-2-yl)oxy)-1-(2-((2,3-dihydro-1H-inden-2-yl)amino)-5,7-dihydro-6H-pyrrolo[3,4-d]pyrimidin-6-yl)-ethan-1-one